N1N=C(C2=CC=CC=C12)CCCC(=O)[O-] indazole-3-butanoate